9-(1-(6-chloro-2,3-dihydro-1H-pyrido[2,3-b][1,4]oxazin-1-yl)ethyl)-3-(1-(2-hydroxyacetyl)piperidin-4-yl)-4,7-dimethylimidazo[1,5-a]quinazolin-5(4H)-one ClC=1C=CC2=C(OCCN2C(C)C=2C=C(C=C3C(N(C=4N(C23)C=NC4C4CCN(CC4)C(CO)=O)C)=O)C)N1